(2R,3S)-5,7-dihydroxy-2-(3,4,5-trihydroxyphenyl)chroman-3-yl isonicotinate C(C1=CC=NC=C1)(=O)O[C@@H]1[C@H](OC2=CC(=CC(=C2C1)O)O)C1=CC(=C(C(=C1)O)O)O